C[C@]12[C@H](C[C@H](CC1)C2(C)C)O (1S,2S,4S)-1,7,7-Trimethyl-bicyclo[2.2.1]heptan-2-ol